(E)-4-(2-{3-[(1H-pyrazole-1-yl)methyl]-5,5,8,8-tetramethyl-5,6,7,8-tetrahydronaphthalene-2-yl}vinyl)benzoic acid N1(N=CC=C1)CC=1C(=CC=2C(CCC(C2C1)(C)C)(C)C)/C=C/C1=CC=C(C(=O)O)C=C1